ClC1=NN(C=C1C1=CN=C2N1C=CN=C2NC2=CC=C(C(=O)NCCOCCNC(OC(C)(C)C)=O)C=C2)CC#N tert-butyl N-[2-[2-[[4-[[3-[3-chloro-1-(cyanomethyl)pyrazol-4-yl]imidazo[1,2-a]pyrazin-8-yl]amino]benzoyl]amino]ethoxy]ethyl]carbamate